2-amino-N-(3-(5-chloro-2-methoxyphenyl)-1-(2-hydroxy-3-methylbutyl)-1H-pyrazol-4-yl)pyrazolo[1,5-a]pyrimidine-3-carboxamide NC1=NN2C(N=CC=C2)=C1C(=O)NC=1C(=NN(C1)CC(C(C)C)O)C1=C(C=CC(=C1)Cl)OC